C(C)(C)(C)C1=CC(=C(C=C1C)C=1NC2=CN=CC=C2C(C1)=O)C 2-(4-tert-butyl-2,5-dimethyl-phenyl)-1H-1,7-naphthyridin-4-one